ClC=1C(=C(C=CC1)NC(=S)C=1C(NCCC1O)=O)CC N-(3-chloro-2-ethylphenyl)-4-hydroxy-2-oxo-1,2,5,6-tetrahydropyridine-3-carbothioamide